sodium (2S,5R)-7-oxo-N'-{[(2S)-5-oxopyrrolidin-2-yl]carbonyl}-6-(sulfooxy)-1,6-diazabicyclo[3.2.1]octane-2-carbohydrazide O=C1N([C@@H]2CC[C@H](N1C2)C(=O)NNC(=O)[C@H]2NC(CC2)=O)OS(=O)(=O)O.[Na]